europium nitrate [N+](=O)([O-])[O-].[Eu+3].[N+](=O)([O-])[O-].[N+](=O)([O-])[O-]